2,2,2-trifluoro-ethyl-amine FC(CN)(F)F